tert-butyl (2S)-2-(hydroxylmethyl)-pyrrolidine-1-carboxylate OC[C@H]1N(CCC1)C(=O)OC(C)(C)C